2,2-bis-(3,5-dichloro-4-hydroxyphenyl)propane ClC=1C=C(C=C(C1O)Cl)C(C)(C)C1=CC(=C(C(=C1)Cl)O)Cl